Methyl 2-[(2'r,4r)-6-bromo-2'-fluoro-1-oxospiro[3H-isoquinoline-4,1'-cyclopropane]-2-yl]acetate BrC=1C=C2C(=CC1)C(N(C[C@]21[C@@H](C1)F)CC(=O)OC)=O